N-(4-(6-(Dimethylamino)pyridin-3-yl)benzyl)-N-(6-methyl-4-((pyridin-3-ylmethyl)amino)pyridin-2-yl)cyclohexanecarboxamide CN(C1=CC=C(C=N1)C1=CC=C(CN(C(=O)C2CCCCC2)C2=NC(=CC(=C2)NCC=2C=NC=CC2)C)C=C1)C